CC(C=CC)(CCC=C(C)C)O 4,8-dimethylnona-2,7-dien-4-ol